(4-((1,4-dioxo-1,4-dihydronaphthalen-2-yl)amino)phenyl)-3-nitrobenzamide O=C1C(=CC(C2=CC=CC=C12)=O)NC1=CC=C(C=C1)C1=C(C(=O)N)C=CC=C1[N+](=O)[O-]